FCC=1C(=CN=NC1)C1=NNC(=C1)N1C(C(CC1)CC1=CC(=C(C(=C1)F)F)F)=O 1-(3-(5-(Fluoromethyl)pyridazin-4-yl)-1H-pyrazol-5-yl)-3-(3,4,5-trifluorobenzyl)pyrrolidin-2-one